(4-chlorophenyl)-N-(2-cyanobenzyl)-5-(4-cyano-5-methoxy-2-{[(3S)-3-(morpholin-4-ylmethyl)-3,4-dihydroisoquinolin-2(1H)-yl]carbonyl}phenyl)-1,2-dimethyl-1H-pyrrole-3-carboxamide ClC1=CC=C(C=C1)C=1C(=C(N(C1C1=C(C=C(C(=C1)OC)C#N)C(=O)N1CC2=CC=CC=C2C[C@H]1CN1CCOCC1)C)C)C(=O)NCC1=C(C=CC=C1)C#N